CN1C[C@@H](CCC1)[C@@H](O)C1=CC=2C(=NC(=CC2)C2=CC=3C(N=C2)=NN(C3)C)S1 (R)-((3R)-1-methyl-3-piperidinyl)(6-(2-methyl-2H-pyrazolo[3,4-b]pyridin-5-yl)thieno[2,3-b]pyridin-2-yl)methanol